NC1=C(C=C(C=N1)C1=NN2C(=C1)[C@@]1(CN(CC1)C(=O)NC(C)(C)C1=CC=NC=C1)OCC2)C#N |r| (rac)-2-(6-amino-5-cyanopyridin-3-yl)-N-[2-(pyridin-4-yl)propan-2-yl]-6,7-dihydrospiro[pyrazolo[5,1-c][1,4]oxazine-4,3'-pyrrolidine]-1'-carboxamide